1-ethyl-1-butylpyrrolidinium C(C)[N+]1(CCCC1)CCCC